N-ethyl-(2-hydroxyethyl)methacrylamide C(C)NC(C(=CCCO)C)=O